ethylenediamine-tetraacetamide C(CN(CC(=O)N)CC(=O)N)N(CC(=O)N)CC(=O)N